4-[(1S)-1-[[1-[2-(3-Chlorophenoxy)ethylamino]cyclopentanecarbonyl]amino]ethyl]benzoic acid, hydrochloride Cl.ClC=1C=C(OCCNC2(CCCC2)C(=O)N[C@@H](C)C2=CC=C(C(=O)O)C=C2)C=CC1